4-amino-N-(3-(3-aminoprop-1-yn-1-yl)-4-hydroxyphenyl)butanamide NCCCC(=O)NC1=CC(=C(C=C1)O)C#CCN